O=C1NC(CCC1N1N=C(C2=C(C=CC=C12)C#CCN1CC2C(C1)CNC2)C)=O 5-(3-(1-(2,6-dioxopiperidin-3-yl)-3-methyl-1H-indazol-4-yl)prop-2-yn-1-yl)octahydropyrrolo[3,4-C]pyrrole